C(#C)[C@@]1([C@]2(C)[C@@H](CC1)[C@@H]1CCC3=CC(=C(C=C3[C@H]1CC2)N2CCN(CC2)C(=O)[C@H]2N(CCC2)C(=O)C2=NC1=CC=CC=C1C=C2)OCOC)O {4-[(17β)-17-ethynyl-17-hydroxy-3-(methoxymethoxy)estra-1(10),2,4-trien-2-yl]piperazin-1-yl}[(2S)-1-(quinolin-2-ylcarbonyl)pyrrolidin-2-yl]methanone